cadmium-calcium [Ca].[Cd]